C(C)(C)(C)C1=CC=C(C=C1)C(C#N)C(CCO)C1=CC=CC=C1 2-(4-(tert-butyl)phenyl)-5-hydroxy-3-phenylpentanenitrile